ethylenebis(oxyethylene)bis[3-(5-t-butyl-4-hydroxy-m-tolyl)propionate] C(COCCC(C(=O)[O-])CC=1C=C(C=C(C1O)C(C)(C)C)C)OCCC(C(=O)[O-])CC=1C=C(C=C(C1O)C(C)(C)C)C